(2S)-N-(2-amino-2-oxoethyl)-2-{[(4-bromo-2-fluorophenyl)carbamoyl]amino}pentanamide NC(CNC([C@H](CCC)NC(NC1=C(C=C(C=C1)Br)F)=O)=O)=O